2-(5-fluoropyridin-2-yl)-7-methyl-3-(1H-pyrazolo[3,4-b]pyridin-4-yl)-7,8-dihydro-4H,6H-pyrazolo[5,1-c][1,4]oxaazepin-7-ol FC=1C=CC(=NC1)C1=NN2C(COCC(C2)(O)C)=C1C1=C2C(=NC=C1)NN=C2